(R)-4-{6-[6-(2-(2,4-dimethyl-3-oxopiperazin-1-yl)ethoxy)pyridin-3-yl]quinolin-2-yl}-6-methyl-1-tosyl-1H-pyrrolo[2,3-c]pyridin-7(6H)-one C[C@H]1N(CCN(C1=O)C)CCOC1=CC=C(C=N1)C=1C=C2C=CC(=NC2=CC1)C=1C2=C(C(N(C1)C)=O)N(C=C2)S(=O)(=O)C2=CC=C(C)C=C2